oxo-1-(piperidin-1-yl)pentan O=C(CCCC)N1CCCCC1